ClC1=C(C2=NC(=NC=3N[C@@H]4[C@H](CCC[C@H]4OC(=N1)C23)O)SC)F |o1:9,10,14| (7aR*,11S*,11aR*)-5-chloro-4-fluoro-2-(methylthio)-7a,8,10,11,11a,12-hexahydro-9H-7-oxa-1,3,6,12-tetraazapleiaden-11-ol